2-(benzo[d][1,3]dioxol-5-yl)-1-((S)-7'-methyl-6'-(pyrimidin-2-yl)-3',4'-dihydro-1'H-spiro[pyrrolidin-3,2'-[1,8]naphthyridin]-1-yl)propan-1-one O1COC2=C1C=CC(=C2)C(C(=O)N2C[C@@]1(NC3=NC(=C(C=C3CC1)C1=NC=CC=N1)C)CC2)C